N-(4-((3,5-dicyano-4-ethyl-6-(4-(pyrrolidin-1-yl)piperidin-1-yl)pyridin-2-ylsulfanyl)methyl)benzyl)acetamide C(#N)C=1C(=NC(=C(C1CC)C#N)N1CCC(CC1)N1CCCC1)SCC1=CC=C(CNC(C)=O)C=C1